N(=N[Sb])[Sb] azostibium